CN(CCC1(C(C=C(C=C1)NC=1N=C(C2=C(N1)NC=C2)C2=CN(C1=CC(=CC=C21)F)C)[N+](=O)[O-])NC)C 1-(2-(dimethylamino)ethyl)-N4-(4-(6-fluoro-1-methyl-1H-indol-3-yl)-7H-pyrrolo[2,3-d]pyrimidin-2-yl)-N1-methyl-2-nitrobenzene-1,4-diamine